3-(5-{[tert-Butyl(dimethyl)silyl]oxy}-4-chloro-2-fluorophenyl)-6-(1,1-difluoroethyl)pyrimidin-2,4(1H,3H)-dion [Si](C)(C)(C(C)(C)C)OC=1C(=CC(=C(C1)N1C(NC(=CC1=O)C(C)(F)F)=O)F)Cl